N-(cis-1-acetyl-2-(((trans-3-phenylcyclobutyl)oxy)methyl)-piperidin-3-yl)methanesulfonamide C(C)(=O)N1[C@H]([C@H](CCC1)NS(=O)(=O)C)CO[C@@H]1C[C@H](C1)C1=CC=CC=C1